(5s,7as)-5-(methoxymethyl)-2-methylenetetrahydro-1H-pyrrolizine COC[C@H]1N2CC(C[C@@H]2CC1)=C